3-ethyl-7-((1r,6s)-(5-(6-(5-methyl-4H-1,2,4-triazol-3-yl)pyridin-3-yl)-2,5-diazabicyclo[4.2.0]oct-2-yl)methyl)-1H-1,5-naphthyridin-2-one C(C)C=1C(NC2=CC(=CN=C2C1)CN1[C@@H]2CC[C@@H]2N(CC1)C=1C=NC(=CC1)C1=NN=C(N1)C)=O